2-(6-(azetidin-3-yl)pyridazin-3-yl)-5-(7-ethoxy-2-methyl-2H-indazol-5-yl)phenol N1CC(C1)C1=CC=C(N=N1)C1=C(C=C(C=C1)C1=CC2=CN(N=C2C(=C1)OCC)C)O